N-[5-(1H-benzimidazol-2-yl)-1-[(4-methoxyphenyl)methyl]pyrazol-3-yl]-3-chloro-4-(2-methoxyethylsulfanyl)benzamide N1C(=NC2=C1C=CC=C2)C2=CC(=NN2CC2=CC=C(C=C2)OC)NC(C2=CC(=C(C=C2)SCCOC)Cl)=O